N1=C(C=CC2=CC=CC=C12)CNC1CCCCC1 N-[(quinol-2-yl)methyl]Cyclohexylamine